(S)-8-chloro-6-(((1-(1-(difluoromethyl)cyclopropyl)-1H-1,2,3-triazol-4-yl)(1-methyl-1H-indol-4-yl)methyl)amino)-4-(neopentylamino)quinoline-3-carbonitrile ClC=1C=C(C=C2C(=C(C=NC12)C#N)NCC(C)(C)C)N[C@@H](C1=C2C=CN(C2=CC=C1)C)C=1N=NN(C1)C1(CC1)C(F)F